S1NCNC1 1,2,4-thiadiazolidine